ClC1=CC=C(C=C1)S(=O)(C)=NC1=C(C=C(C=C1)C1=NOC(=N1)C(F)(F)F)F (4-chlorophenyl)((2-fluoro-4-(5-(trifluoromethyl)-1,2,4-oxadiazol-3-yl)phenyl)imino)(methyl)-λ6-sulfanone